FC(C1NCCC(C1)N(C(OC(C)(C)C)=O)C)F tert-butyl (2-(difluoromethyl)piperidin-4-yl)(methyl)carbamate